(3-(2-Fluorophenyl)prop-2-yn-1-yl)-4-(4-methylpiperazin-1-yl)-1H-benzo[d]imidazole-1-carboxamide FC1=C(C=CC=C1)C#CCC1=NC2=C(N1C(=O)N)C=CC=C2N2CCN(CC2)C